8-(4-(trifluoromethyl)phenyl)-1-naphthylamine FC(C1=CC=C(C=C1)C=1C=CC=C2C=CC=C(C12)N)(F)F